CCCCCC(CCCCC(CCCCC)O)O hexadecane-6,11-diol